C(#N)C(C)(C)C=1C=C(C=CC1CN1CC(N(CC1)C)=O)NC(C1=C(C=C(C=C1)C)F)=O N-(3-(2-cyanoprop-2-yl)-4-((4-methyl-3-oxopiperazin-1-yl)methyl)phenyl)-2-fluoro-4-methylbenzamide